5-((phenylmethylphosphoryl)amino)isophthalic acid C1(=CC=CC=C1)CP(=O)=NC=1C=C(C=C(C(=O)O)C1)C(=O)O